C(C)(C)C=1C=C(C=2C=CC=3N(C2N1)C=C(N3)C=3OC=NN3)C(=C)C 2-(2-isopropyl-4-(prop-1-en-2-yl)imidazo[1,2-a][1,8]naphthyridin-8-yl)-1,3,4-oxadiazole